benzyl 1-[2-(tert-butoxycarbonylamino)ethyl]piperidine-4-carboxylate C(C)(C)(C)OC(=O)NCCN1CCC(CC1)C(=O)OCC1=CC=CC=C1